S1C2=C(C(=C1)S(=O)(=O)Cl)C=CC=C2 benzo[b]thiophene-3-sulfonyl chloride